C(C(C)C)N1C2CC(CC1CC2)N2CCC(CC2)C2=CC(=C1C(=N2)N(C(=N1)C1=CC=C(C=C1)S(=O)(=O)C)C)C 5-(1-(8-isobutyl-8-azabicyclo[3.2.1]octan-3-yl)piperidin-4-yl)-3,7-dimethyl-2-(4-(methylsulfonyl)phenyl)-3H-imidazo[4,5-b]pyridine